9-(1-(4,6-difluoro-2-methylindolin-1-yl)ethyl)-2-morpholino-4-oxo-4H-pyrido[1,2-a]pyrimidine-7-carboxylic acid FC1=C2CC(N(C2=CC(=C1)F)C(C)C1=CC(=CN2C1=NC(=CC2=O)N2CCOCC2)C(=O)O)C